OC=1C=C(C=C(C(=O)NC=2C=NC=CC2)C1)C(=O)NC=1C=NC=CC1 5-hydroxy-N1,N3-bis(pyridin-3-yl)isophthalamide